C(#C)C=1C=C(C(=NC1)C1=CC=2N=CN=C(C2N1C1=CC(=C(C=C1)OC1=NC(=CC=C1)C)F)N)OC 6-(5-ethynyl-3-methoxypyridin-2-yl)-5-(3-fluoro-4-((6-methylpyridin-2-yl)oxy)phenyl)-5H-pyrrolo[3,2-d]pyrimidin-4-amine